Cl\C(\C(=O)O)=C/Cl (2Z)-2,3-dichloroprop-2-enoic acid